CC1=C(C(=CC(=C1)N1CC2=C(CC1)N=C(S2)C(F)(F)F)C)NC(CC(C)(C)C)=O N-(2,6-dimethyl-4-(2-(trifluoromethyl)-6,7-dihydrothiazolo[5,4-c]pyridin-5(4H)-yl)phenyl)-3,3-dimethylbutanamide